3-(4-bromophenyl)-1-(2,2-dimethyl-2,3-dihydrobenzofuran-5-yl)-2-propen-1-one BrC1=CC=C(C=C1)C=CC(=O)C=1C=CC2=C(CC(O2)(C)C)C1